(3R)-3-amino-5-[(4-chlorophenyl)methyl]-1,1-dioxo-7-[5-(p-tolyl)-1,3,4-oxadiazol-2-yl]-2,3-dihydro-1λ6,5-benzothiazepin-4-one N[C@H]1CS(C2=C(N(C1=O)CC1=CC=C(C=C1)Cl)C=C(C=C2)C=2OC(=NN2)C2=CC=C(C=C2)C)(=O)=O